ClC=1C=C(OC=2C=C3C=C(NC3=CC2)C(=O)NS(=O)(=O)C2=C(SC(=C2)Cl)Cl)C=CC1Cl 5-(3,4-dichlorophenoxy)-N-((2,5-dichlorothiophen-3-yl)sulfonyl)-1H-indole-2-carboxamide